C(C(=O)OCC1=CC=C(C=C1)Cl)(=O)OCC1=CC=C(C=C1)Cl bis-(4-chlorobenzyl) oxalate